(±)-cis-N-(8-amino-6-(1,5-dimethyl-1H-pyrazol-4-yl)-2,7-naphthyridin-3-yl)-2-Fluorocyclopropanecarboxamide NC=1N=C(C=C2C=C(N=CC12)NC(=O)[C@H]1[C@H](C1)F)C=1C=NN(C1C)C |r|